3-ethylidenepropyl propionate C(CC)(=O)OCCC=CC